ClC1=CC=C(CC2C(C(CC2)C(=O)OC)=O)C=C1 methyl 3-(4-chlorobenzyl)-2-oxocyclopentanecarboxylate